C(C)(C)(C1=CC=CC=C1)C(=O)C(C)(C)C1=CC=CC=C1 (-)-cumyl ketone